OC(C(=O)N(C)C)C hydroxy-N,N-dimethylpropionamide